tert-butyl-[(2-chloro-3-fluoro-4-pyridyl)methoxy]-dimethyl-silane C(C)(C)(C)[Si](C)(C)OCC1=C(C(=NC=C1)Cl)F